1-(4-methoxybenzyl)-5-(pyrrolidin-2-yl)-3-(trifluoromethyl)pyridin-2(1H)-one hydrochloride Cl.COC1=CC=C(CN2C(C(=CC(=C2)C2NCCC2)C(F)(F)F)=O)C=C1